2-(2-(3,3-dimethyltetrahydro-2H-pyran-2-yl)-5-fluorophenyl)-2-(3-((5-(5,6,7,8-tetrahydro-1,8-naphthyridin-2-yl)pentyl)oxy)azetidin-1-yl)acetic acid CC1(C(OCCC1)C1=C(C=C(C=C1)F)C(C(=O)O)N1CC(C1)OCCCCCC1=NC=2NCCCC2C=C1)C